BrC1=C2C=CN(C2=CC(=C1OC=1C=CC(=C(C#N)C1)F)F)S(=O)(=O)C1=CC=C(C)C=C1 5-((4-bromo-6-fluoro-1-tosyl-1H-indol-5-yl)oxy)-2-fluorobenzonitrile